C1[C@H]([C@H]2[C@@H](O1)C(=O)CO2)O 1,4,3,6-dianhydrosorbitol